6-bromo-3-(2-methoxyethyl)isobenzofuran-1(3H)-one BrC1=CC=C2C(OC(C2=C1)=O)CCOC